((butoxycarbonyl)(isobutyl)amino)-3-(4-chlorophenyl)propanoate C(CCC)OC(=O)N(CC(C)C)C(C(=O)[O-])CC1=CC=C(C=C1)Cl